COC1=CC=C(C=2C=C(OC21)COC)C=2C=CC(=NC2)O 5-(7-methoxy-2-(methoxymethyl)benzofuran-4-yl)pyridin-2-ol